CC=1C=C(C=CC1NC1=NC=C(C(=N1)C=1C=NN(C1)C)C(F)(F)F)S(=O)(=O)CCCCN1CCN(CC1)C(=O)OC(C)(C)C tert-butyl 4-[4-[3-methyl-4-[[4-(1-methylpyrazol-4-yl)-5-(trifluoromethyl)pyrimidin-2-yl]amino]phenyl]sulfonylbutyl]piperazine-1-carboxylate